(S)-methyl 2-((6-((5-((tert-butyldiphenylsilyl) oxy) pent-2-yl) oxy)-1H-pyrrolo[2,3-b]pyridin-5-yl) oxy)-4-fluorobenzoate [Si](C1=CC=CC=C1)(C1=CC=CC=C1)(C(C)(C)C)OCCC[C@H](C)OC1=C(C=C2C(=N1)NC=C2)OC2=C(C(=O)OC)C=CC(=C2)F